N-(3,4-dichlorophenyl)-6,7,8,9-tetrahydro-5H-6,9-epiminocyclohepta[d]pyrimidine-10-carboxamide ClC=1C=C(C=CC1Cl)NC(=O)N1C2CC3=C(N=CN=C3)C1CC2